3-Methyl-4-octylphenol CC=1C=C(C=CC1CCCCCCCC)O